CC=1C=2N(C=C(N1)C)N=C(C2)C=2N=C1N(C(C2)=O)C=C(C=C1C)C1CCN(CC1)CC 2-(4,6-dimethylpyrazolo[1,5-a]pyrazin-2-yl)-7-(1-ethylpiperidin-4-yl)-9-methyl-4H-pyrido[1,2-a]pyrimidin-4-one